FC(OC1=CC=C(C=C1)C1=CC=C(C=C1)C(O)C=1C=NC=NC1)(F)F α-[4'-(trifluoromethoxy)[1,1'-biphenyl]-4-yl]-5-pyrimidinemethanol